[N+](=O)([O-])C1=CC=C(S1)C(=O)NC1=C2C(=NC(=N1)C1=CC=C(C=C1)C(F)(F)F)N(N=C2)C2=CC=C(C=C2)OC(F)(F)F 5-nitro-N-(1-(4-(trifluoromethoxy)phenyl)-6-(4-(trifluoromethyl)phenyl)-1H-pyrazolo[3,4-d]pyrimidin-4-yl)thiophene-2-carboxamide